7-(4-chlorobenzyl)-3-ethyl-1-(3-hydroxypropyl)-8-(3-isopropylphenoxy)-1H-purine-2,6(3H,7H)-dione ClC1=CC=C(CN2C(=NC=3N(C(N(C(C23)=O)CCCO)=O)CC)OC2=CC(=CC=C2)C(C)C)C=C1